(2,6,6-Trimethyl-2-cyclohexenyl)-3-buten-2-one CC=1C(C(CCC1)(C)C)CC(C=C)=O